Tert-butyl (4-(6-(naphthalen-2-yl)imidazo[2,1-b]oxazole-5-carboxamido)butyl)carbamate C1=C(C=CC2=CC=CC=C12)C=1N=C2OC=CN2C1C(=O)NCCCCNC(OC(C)(C)C)=O